3,4-dimethoxybenzamide COC=1C=C(C(=O)N)C=CC1OC